4-(3-chloro-2-fluoro-6-methoxyphenyl)-N-(6-(2-methoxyethoxy)thiazolo[4,5-b]pyrazin-2-yl)-6-methylnicotinamide ClC=1C(=C(C(=CC1)OC)C1=CC(=NC=C1C(=O)NC=1SC=2C(=NC=C(N2)OCCOC)N1)C)F